BrC=1C=C2CCC(C2=CC1)NC(C1=C(C=CC(=C1)F)OCC)=O N-(5-bromo-2,3-dihydro-1H-inden-1-yl)-2-ethoxy-5-fluorobenzamide